6-chloro-3-(((S)-1-(2-((3S,4R)-3,4-difluoropyrrolidin-1-yl)-3,6-dimethyl-4-oxo-3,4-dihydroquinazolin-8-yl)ethyl)amino)picolinic acid ClC1=CC=C(C(=N1)C(=O)O)N[C@@H](C)C=1C=C(C=C2C(N(C(=NC12)N1C[C@@H]([C@@H](C1)F)F)C)=O)C